N-[1-[(6-chloro-3-pyridyl)methyl]-2-pyridylidene]-2,2,2-trifluoro-thioacetamide ClC1=CC=C(C=N1)CN1C(C=CC=C1)=NC(C(F)(F)F)=S